3-(2-Chloro-3-(1,4-benzodioxan-6-yl)anilino)-6-dimethoxymethyl-benzisoxazole ClC1=C(NC2=NOC3=C2C=CC(=C3)C(OC)OC)C=CC=C1C1=CC3=C(OCCO3)C=C1